(2S)-2-amino-4-(benzofuran-5-yl)butanoic acid N[C@H](C(=O)O)CCC=1C=CC2=C(C=CO2)C1